(R)-N1-(1-(6-amino-3-chloropyridazin-4-yl)ethyl)-2,2-difluoropropane-1,3-diamine NC1=CC(=C(N=N1)Cl)[C@@H](C)NCC(CN)(F)F